N-(3-(5-fluoropyrimidin-2-yl)-4-(hydroxymethyl)phenyl)-3-methyl-6-azabicyclo[3.1.1]heptane-6-carboxamide FC=1C=NC(=NC1)C=1C=C(C=CC1CO)NC(=O)N1C2CC(CC1C2)C